bistriphenylphosphine chloride [Cl-].C1(=CC=CC=C1)P(C1=CC=CC=C1)C1=CC=CC=C1.C1(=CC=CC=C1)P(C1=CC=CC=C1)C1=CC=CC=C1